(2S,3S)-1-(9H-fluoren-9-ylmethoxycarbonyl)-3-methyl-azetidine-2-carboxylic acid C1=CC=CC=2C3=CC=CC=C3C(C12)COC(=O)N1[C@@H]([C@H](C1)C)C(=O)O